cis-3-(hydroxymethyl)-1-methyl-N-(5-((4-(trifluoromethyl)benzyl)oxy)-1H-indol-3-yl)cyclobutane-1-carboxamide OCC1CC(C1)(C(=O)NC1=CNC2=CC=C(C=C12)OCC1=CC=C(C=C1)C(F)(F)F)C